ClC1=CC(=C2C=NC(=NC2=C1)C)C1=C(C=C(C=C1)Cl)F 7-chloro-5-(4-chloro-2-fluorophenyl)-2-methylquinazoline